C1(CC1)C=1C=CC(=NC1)NC1=CC(=NC=2C=CNC(C12)=O)C1=C(C=C(C=C1)NC(=O)C1CCCCC1)F N-[4-[4-[(5-cyclopropyl-2-pyridyl)amino]-5-oxo-6H-1,6-naphthyridin-2-yl]-3-fluoro-phenyl]cyclohexane-carboxamide